((2,3-dihydroxypropyl)amino)-4-(4-fluorophenyl)-5,7-dihydro-6H-pyrrolo[3,4-b]pyridine-6-carbonitrile OC(CNC1=CC(=C2C(=N1)CN(C2)C#N)C2=CC=C(C=C2)F)CO